N-(5-bromo-2,3-dihydro-1H-inden-1-yl)-2-methylpyridine-4-carboxamide BrC=1C=C2CCC(C2=CC1)NC(=O)C1=CC(=NC=C1)C